1-(2,3-dichlorophenyl)-5-methyl-2-(methylsulfanyl)-6-oxo-1,6-dihydropyrimidin-4-yl 4-methylbenzene-1-sulfonate CC1=CC=C(C=C1)S(=O)(=O)OC=1N=C(N(C(C1C)=O)C1=C(C(=CC=C1)Cl)Cl)SC